OC1=C(C=C2C(=C(C(OC2=C1C=O)=O)CC(=O)N1C[C@H](OCC1)C)C)OC (R)-7-hydroxy-6-methoxy-4-methyl-3-(2-(2-methylmorpholino)-2-oxoethyl)-2-oxo-2H-chromen-8-carbaldehyde